N-Cyclopropyl-1-(4-(4-((1,2,3,4-tetrahydroisochinolin-7-yl)oxy)-1H-pyrrolo[2,3-b]pyridin-3-yl)pyridin-2-yl)pyrrolidin-3-carboxamid C1(CC1)NC(=O)C1CN(CC1)C1=NC=CC(=C1)C1=CNC2=NC=CC(=C21)OC2=CC=C1CCNCC1=C2